14-(((2R,3S,5R)-5-(6-amino-2-fluoro-9H-purin-9-yl)-2-ethynyl-2-(hydroxymethyl)tetrahydrofuran-3-yl)oxy)-14-oxotetradecanoic Acid NC1=C2N=CN(C2=NC(=N1)F)[C@H]1C[C@@H]([C@](O1)(CO)C#C)OC(CCCCCCCCCCCCC(=O)O)=O